2-(cyanomethyl)-8-((2S,5R)-4-(1-(3,3-dimethyl-2,3-dihydrobenzo[b][1,4]dioxin-6-yl)ethyl)-2,5-dimethylpiperazin-1-yl)-5-methyl-6-oxo-5,6-dihydroimidazo[1,2-b]pyridazine-7-carbonitrile C(#N)CC=1N=C2N(N(C(C(=C2N2[C@H](CN([C@@H](C2)C)C(C)C2=CC3=C(OCC(O3)(C)C)C=C2)C)C#N)=O)C)C1